N-(2-((1S,3S,5S)-3-Cyano-2-azabicyclo[3.1.0]hexan-2-yl)-2-oxoethyl)-6-methyl-quinoline-4-carboxamide C(#N)[C@H]1N([C@H]2C[C@H]2C1)C(CNC(=O)C1=CC=NC2=CC=C(C=C12)C)=O